(R)-3-((8-fluoro-4-(2-methoxy-4-methylphenyl)phthalazin-1-yl)amino)piperidine-1-carboxylic acid tert-butyl ester C(C)(C)(C)OC(=O)N1C[C@@H](CCC1)NC1=NN=C(C2=CC=CC(=C12)F)C1=C(C=C(C=C1)C)OC